1-(3-(2-amino-6-phenylquinazolin-8-yl)pyrrolidin-1-yl)prop-2-en-1-one NC1=NC2=C(C=C(C=C2C=N1)C1=CC=CC=C1)C1CN(CC1)C(C=C)=O